tert-butyl (S)-2-((2-(2,6-difluoro-4-(4-trifluoromethyl-1H-imidazol-2-yl)phenyl)-7-methylimidazo[1,2-a]pyridin-3-yl)methyl)morpholine-4-carboxylate FC1=C(C(=CC(=C1)C=1NC=C(N1)C(F)(F)F)F)C=1N=C2N(C=CC(=C2)C)C1C[C@H]1CN(CCO1)C(=O)OC(C)(C)C